CNC1=C(C=CC=C1)P(C(C)(C)C)C(C)(C)C 2-methylaminophenyl-di-tert-butylphosphine